tert-butyl (3-(3-(aminomethyl)-4-methylphenoxy)propyl)(methyl)carbamate NCC=1C=C(OCCCN(C(OC(C)(C)C)=O)C)C=CC1C